CCC(CC(=O)C1=CC=CC=C1)=O 4-methyl-1-phenyl-1,3-butanedione